L-1,5-anhydrosorbitol C1[C@H](O)[C@@H](O)[C@H](O)[C@H](O1)CO